C(C)(=O)N[C@@H](CC1=CC(=CC=C1)C(=O)O)B(O)O (1R)-1-acetamido-2-(3-carboxyphenyl)ethaneboronic acid